benzoyl-beta-aminoisobutyrate C(C1=CC=CC=C1)(=O)OC(C(CN)C)=O